BrC1=NN2C(S1)=NC=C2 2-bromoimidazo[2,1-b][1,3,4]Thiadiazole